1-(tert-butyl)-3-((R)-2-methyl-3-oxo-4-((R)-1-(2-(trifluoromethyl)pyrimidin-4-yl)ethyl)-3,4-dihydro-2H-benzo[b][1,4]oxazin-7-yl)urea C(C)(C)(C)NC(=O)NC=1C=CC2=C(O[C@@H](C(N2[C@H](C)C2=NC(=NC=C2)C(F)(F)F)=O)C)C1